N-(2-(1-Boc-1H-pyrazol-4-yl)pyrimidin-4-yl)-5-isopropenyl-8-((2R,3S)-2-methyl-3-(methylsulfonylmethyl)azetidin-1-yl)isoquinolin-3-amine C(=O)(OC(C)(C)C)N1N=CC(=C1)C1=NC=CC(=N1)NC=1N=CC2=C(C=CC(=C2C1)C(=C)C)N1[C@@H]([C@H](C1)CS(=O)(=O)C)C